P(=O)(O)(O)O[C@@H](CC(C(=O)O)=O)[C@@H](O)[C@@H](O)[C@H](O)[C@H](O)COC(C)=O monophospho-3-deoxy-9-O-acetyl-D-glycero-D-galacto-nonulosonic acid